3-iodo-1,5-dimethyl-pyrazole-4-carboxylic acid methyl ester COC(=O)C=1C(=NN(C1C)C)I